tert-butyl (3r,4r)-4-({7-cyclopentyl-5-fluoropyrrolo[2,1-f][1,2,4]triazin-2-yl} amino)-3-fluoropiperidine-1-carboxylate C1(CCCC1)C1=CC(=C2C=NC(=NN21)N[C@H]2[C@@H](CN(CC2)C(=O)OC(C)(C)C)F)F